N-ethoxy-1-[[5-[5-(trifluoromethyl)-1,2,4-oxadiazol-3-yl]-2-thienyl]methyl]pyrazole-3-carboxamide C(C)ONC(=O)C1=NN(C=C1)CC=1SC(=CC1)C1=NOC(=N1)C(F)(F)F